ClC1=CC=C(C=C1)[C@H](C(=O)N1CCN(CC1)C=1C2=C(N=CN1)[C@@H](C[C@H]2C)O)CN2CCN(CC2)CC (S)-2-(4-chlorophenyl)-3-(4-ethylpiperazin-1-yl)-1-(4-((5R,7R)-7-hydroxy-5-methyl-6,7-dihydro-5H-cyclopenta[d]pyrimidin-4-yl)piperazin-1-yl)propan-1-one